iodomethyl-(2-hydroxyethyl)-methyl-sulfonium IC[S+](C)CCO